FC1=C(C(=CC(=C1)C#CC=1C=NC=C(C1)F)F)NS(=O)(=O)C=1N(N=CC1)C N-[2,6-difluoro-4-[2-(5-fluoro-3-pyridyl)ethynyl]phenyl]-2-methyl-pyrazole-3-sulfonamide